(1,1-dimethylethoxy)carbon CC(C)(O[C])C